N[C@H](C(=O)N[C@](C(=O)OC)(CC1C(NCC1)=O)C)CC1CC1 (2S)-methyl 2-((S)-2-amino-3-cyclopropylpropanamido)-2-methyl-3-(2-oxopyrrolidin-3-yl)propanoate